5-acetyl-6,6-dimethyl-5,6-dihydro-4H-thieno[2,3-c]Pyrrole-4-one C(C)(=O)N1C(C2=C(C1=O)C=CS2)(C)C